N1=CC(=CC=C1)NC1=NN=C2N1C=CC=C2 N-(3-pyridyl)-[1,2,4]triazolo[4,3-a]pyridin-3-amine